(S)-2-(4-(butyryloxy)phenyl)-4-oxochromane-5,7-diyl dibutyrate C(CCC)(=O)OC1=C2C(C[C@H](OC2=CC(=C1)OC(CCC)=O)C1=CC=C(C=C1)OC(CCC)=O)=O